C1(C(CC=CC1)C(=O)OC)C(=O)OC dimethyl 4-cyclohexene-1,2-dicarboxylate